C(C)(C)(C)C1=C(N=C(O1)C1CC(CC1)C(CC#N)=O)C 3-(3-(5-(tert-butyl)-4-methyloxazol-2-yl)cyclopentyl)-3-oxopropanenitrile